(4-methoxycarbonyl-2-trimethylsilyl-phenyl)phenyl-iodonium trifluoromethanesulfonate FC(S(=O)(=O)[O-])(F)F.COC(=O)C1=CC(=C(C=C1)[I+]C1=CC=CC=C1)[Si](C)(C)C